1-isopropyl-4-methoxy-1H-pyrazolo[3,4-d]pyridazine C(C)(C)N1N=CC=2C1=CN=NC2OC